5-[1-(2-Fluoro-6-methyl-phenyl)-piperidin-4-yl]-7-(2-isopropyl-benzyl)-2-methyl-2,4,5,7-tetrahydro-pyrazolo[3,4-d]pyrimidin-6-on FC1=C(C(=CC=C1)C)N1CCC(CC1)N1C(N(C=2C(C1)=CN(N2)C)CC2=C(C=CC=C2)C(C)C)=O